BrC1=NN(C(=C1)C(=O)NC1=C(C=C(C=C1C)Cl)C(NCCO)=O)C1=NC=CC=C1Cl 3-bromo-N-(4-chloro-2-((2-hydroxyethyl)carbamoyl)-6-methylphenyl)-1-(3-chloropyridin-2-yl)-1H-pyrazole-5-carboxamide